NC=1C=C(C(=NC1)C1=C(C=2N=CN=C(C2N1C1=CC(=C(C=C1)OC1=NC=CC(=N1)C)F)NCC1=CC=C(C=C1)OC)C)OC 6-(5-amino-3-methoxypyridin-2-yl)-5-(3-fluoro-4-((4-methylpyrimidin-2-yl)oxy)phenyl)-N-(4-methoxybenzyl)-7-methyl-5H-pyrrolo[3,2-d]pyrimidin-4-amine